tert-butyl 1-(4-bromophenyl)-3-(2-methoxy-2-oxoethoxy)-1,4,6,7-tetrahydro-5H-pyrazolo[4,3-c]pyridine-5-carboxylate BrC1=CC=C(C=C1)N1N=C(C=2CN(CCC21)C(=O)OC(C)(C)C)OCC(=O)OC